ClC=1C=C(C(=NC1)OC=1C=CC=2N(C1)C(=C(N2)C(=O)OCC)C)OCC(F)(F)F ethyl 6-((5-chloro-3-(2,2,2-trifluoroethoxy)pyridin-2-yl)oxy)-3-methylimidazo[1,2-a]pyridine-2-carboxylate